C(C1=CC=CC=C1)N1C=NC2=CC=CC(=C2C1=O)Br 3-benzyl-5-bromoquinazolin-4(3H)-one